N[C@@H]1[C@@H](OCC12CCN(CC2)C2=C(C(N(C(=N2)C)C2=C(C(=CC=C2)Cl)Cl)=O)C(F)(F)F)C 6-[(3S,4S)-4-amino-3-methyl-2-oxa-8-azaspiro[4.5]decan-8-yl]-3-(2,3-dichlorophenyl)-2-methyl-5-(trifluoromethyl)-3,4-dihydropyrimidin-4-one